C(C)(C)(C)OC(=O)C=1C=NN(C1)C(C)B(O)O (1-(4-(tert-butoxycarbonyl)-1H-pyrazol-1-yl)ethyl)boronic acid